11-iodo-1,1-dibutoxy-7-undecayne ICCCC#CCCCCCC(OCCCC)OCCCC